Cl.CN1C(OC2=C1C=CC(=C2)C2=CCCNC2)=O 3-methyl-6-(1,2,3,6-tetrahydropyridin-5-yl)-1,3-benzooxazol-2-one hydrochloride